[C@H]12CN(C[C@H](CC1)N2)C=2C1=C(N=C(N2)OC[C@H]2N(C[C@@H](C2)C(F)(F)F)C)C(=C(N=C1)C1=CC(=CC2=CC=CC=C12)O)F 4-(4-((1R,5S)-3,8-diazabicyclo[3.2.1]octan-3-yl)-8-fluoro-2-(((2S,4R)-1-methyl-4-(trifluoromethyl)pyrrolidin-2-yl)methoxy)pyrido[4,3-d]pyrimidin-7-yl)naphthalen-2-ol